N-[(1S)-1-(3-fluoro-5-methylphenyl)-2-hydroxyethyl]propionamide methyl-2-((1-(7-methyl-4-oxo-2-(piperidin-1-yl)-4H-pyrido[1,2-a]pyrimidin-9-yl)ethyl)amino)benzoate COC(C1=C(C=CC=C1)NC(C)C1=CC(=CN2C1=NC(=CC2=O)N2CCCCC2)C)=O.FC=2C=C(C=C(C2)C)[C@@H](CO)NC(CC)=O